o-styrenesulfonic acid C=CC=1C(=CC=CC1)S(=O)(=O)O